C(C)C1(C(N(CC1)CC1=CC=C(C=C1)OC)=O)C=1OC(=NN1)C1=NC=CC=C1Br ethyl-3-(5-(3-bromopyridin-2-yl)-1,3,4-oxadiazol-2-yl)-1-(4-methoxybenzyl)pyrrolidin-2-one